FC1=C(C(=C(C=C1C1=NN(C2=C1C=NC(=C2)N2CC(OCC2)CO)C)C(F)(F)F)F)O 2,6-Difluoro-3-(6-(2-(hydroxymethyl)morpholino)-1-methyl-1H-pyrazolo[4,3-c]pyridin-3-yl)-5-(trifluoromethyl)phenol